C1(=CC=CC=C1)C1=NC(=NC(=N1)C1=C(C=CC(=C1)B1OC(C(O1)(C)C)(C)C)C1=CC=CC=C1)C=1C=C(C=CC1)C1=CC=C(C=C1)C#N 3'-(4-phenyl-6-(4-(4,4,5,5-tetramethyl-1,3,2-dioxaborolan-2-yl)-[1,1'-biphenyl]-2-yl)-1,3,5-triazin-2-yl)-[1,1'-biphenyl]-4-carbonitrile